4,6-bis(1-methyl-1-phenylethyl)-phenol CC(C)(C1=CC=CC=C1)C1=CC=C(C(=C1)C(C)(C)C1=CC=CC=C1)O